benzo[1,3]dioxole-5-carboxylic acid [2-(4-methyl-piperazin-1-yl)-benzooxazol-5-yl]-amide CN1CCN(CC1)C=1OC2=C(N1)C=C(C=C2)NC(=O)C2=CC1=C(OCO1)C=C2